C(C)(C)(C)N1CCC(CC1)N1N=NC(=C1)[C@H](C1=C2C(NCC2=CC=C1)=O)NC=1C=C2C(=C(C=NC2=C(C1)Cl)C#N)NC1=CC(=C(C=C1)F)Cl (S)-6-(((1-(1-(tert-butyl)piperidin-4-yl)-1H-1,2,3-triazol-4-yl)(3-oxoisoindolin-4-yl)methyl)amino)-8-chloro-4-((3-chloro-4-fluorophenyl)amino)quinoline-3-carbonitrile